4-(4-formylphenyl)-piperazine C(=O)C1=CC=C(C=C1)N1CCNCC1